NC=1N=C(SC1C(=O)C1=CC(=NO1)C(=O)NC1CC(C1)(F)F)N(C1=CC(=C(C=C1)F)F)[C@@H](C(=O)N)C |r| rac-5-[4-Amino-2-(N-(2-amino-1-methyl-2-oxoethyl)-3,4-difluoro-anilino)thiazol-5-carbonyl]-N-(3,3-difluorocyclobutyl)isoxazol-3-carboxamid